((1R,5R,6R)-2,2-difluorobicyclo[3.1.0]hexane-6-yl)methylamine FC1([C@H]2[C@@H]([C@H]2CC1)CN)F